FC1=C(C=CC=C1)C1=CC=C2C(=NC=3N(C2=C1)C=NN3)N(C3=CC=CC=C3)C 8-(2-fluorophenyl)-N-methyl-N-Phenyl-[1,2,4]triazolo[4,3-a]quinazolin-5-amine